4-[(2-cyclopropylethyl)[(1r,4r)-4-[(1,3-oxazol-2-ylmethyl)amino]cyclohexyl]amino]-1-oxo-3H-isoindol-2-ylpiperidine-2,6-dione C1(CC1)CCN(C1=C2CN(C(C2=CC=C1)=O)N1C(CCCC1=O)=O)C1CCC(CC1)NCC=1OC=CN1